FC1=C(C=C(C=C1)N(C1=CC2=C([C@@H](CCO2)CNC=2C=NC=CC2C(=O)O)C=C1)C)OC 3-({[(4R)-7-[(4-fluoro-3-methoxyphenyl)(methyl)amino]-3,4-dihydro-2H-1-benzopyran-4-yl]methyl}amino)pyridine-4-carboxylic acid